ClC=1C=C(C=NC1N1N=CC=N1)NC(=O)[C@@H]1C[C@](C2=C1C=NC=1N2N=C(C1F)F)(C=1C=NN(C1)C)C (6R,8S)-N-(5-chloro-6-(2H-1,2,3-triazol-2-yl)pyridin-3-yl)-2,3-difluoro-8-methyl-8-(1-methyl-1H-pyrazol-4-yl)-7,8-dihydro-6H-cyclopenta[e]pyrazolo[1,5-a]pyrimidine-6-carboxamide